tert-Butyl (S)-(1-(1,4-dioxaspiro[4.5]dec-7-en-8-yl)propan-2-yl)carbamate O1CCOC12CC=C(CC2)C[C@H](C)NC(OC(C)(C)C)=O